[methyl(propan-2-yl)amino]pyridine-4-carboxamide CN(C(C)C)C1=NC=CC(=C1)C(=O)N